N,N'-Bis-(4-fluoro-benzyl)-N''-n-propyl-[1,3,5]triazine-2,4,6-triamine FC1=CC=C(CNC2=NC(=NC(=N2)NCC2=CC=C(C=C2)F)NCCC)C=C1